cetyl-hydroxyprolinol triphosphate OP(O)(=O)OP(=O)(O)OP(=O)(O)O.C(CCCCCCCCCCCCCCC)N1[C@@H](C[C@@H](O)C1)CO